N-(2-acetamidophenyl)-N-acetylacetamide C(C)(=O)NC1=C(C=CC=C1)N(C(C)=O)C(C)=O